1-cyclopropyl-5-(4-fluorophenyl)-4-oxo-1,4-dihydropyridazine-3-carboxylic acid C1(CC1)N1N=C(C(C(=C1)C1=CC=C(C=C1)F)=O)C(=O)O